((2S)-2-hydroxy-3-(8-(4'-(5-methyl-1,2,4-oxadiazol-3-yl)biphenyl-3-ylsulfonyl)-1-oxa-8-azaspiro[4.5]dec-3-ylamino)propoxy)-N-methylbenzenesulfonamide O[C@H](COC1=C(C=CC=C1)S(=O)(=O)NC)CNC1COC2(C1)CCN(CC2)S(=O)(=O)C=2C=C(C=CC2)C2=CC=C(C=C2)C2=NOC(=N2)C